CC1=CC=C(C=C1)S(=O)(=O)NC(=O)NC1=CC(=CC=C1)OS(=O)(=O)C1=CC=C(C)C=C1 N-[p-toluenesulfonyl]-N'-[3-p-toluenesulfonyloxyphenyl]urea